(2S,5R)-2-(N-(N-(aminomethyl) sulfamoyl) carbamimidoyl)-7-oxo-1,6-diazabicyclo[3.2.1]octan-6-yl hydrogen sulfate S(=O)(=O)(ON1[C@@H]2CC[C@H](N(C1=O)C2)C(NS(NCN)(=O)=O)=N)O